FC(C=1C=C(C=C(C1)C(F)F)C1(CC(=NO1)C1=CC(=C(C(=O)O)C=C1)C)C(F)(F)F)F 4-[5-[3,5-bis(difluoromethyl)phenyl]-5-(trifluoromethyl)-4H-isoxazol-3-yl]-2-methyl-benzoic acid